(5-Isopropyl-1H-pyrazol-3-yl)[(1R,5S,6r)-6-(2-oxa-3-azabicyclo[3.1.0]hex-3-en-4-yl)-3-azabicyclo[3.1.0]hex-3-yl]methanon C(C)(C)C1=CC(=NN1)C(=O)N1C[C@H]2C([C@H]2C1)C1=NOC2CC12